C5-Bromouridin BrC=1C(NC(N([C@H]2[C@H](O)[C@H](O)[C@@H](CO)O2)C1)=O)=O